OC1=CC=C(CNC(=O)C23C(C4C(C(N2)=O)C(CN4CC4=CC=C(C=C4)OC)C3)CC(C)C)C=C1 N-(4-hydroxybenzyl)-7-isobutyl-1-(4-methoxybenzyl)-4-oxooctahydro-6H-3,6-methanopyrrolo[3,2-c]pyridine-6-carboxamide